C(C)(C)(C)C=1C=C(N(N1)C1=CC=C(C=C1)C)NC(=O)NC1=CC=C(C2=CC=CC=C12)OCCC1=C2C(=NC=C1)OCCC2 1-[5-tert-butyl-2-p-tolyl-2H-pyrazol-3-yl]-3-[4-(2-(3,4-dihydro-2H-pyrano[2,3-b]pyridin-5-yl)ethoxy)naphthalen-1-yl]-urea